3-(3-(3-fluoro-5-(6-methoxyimidazo[1,2-a]pyridine-3-carboxamido)-4-methylphenyl)-1,2,4-oxadiazol-5-yl)azetidine-1-carboxylic acid methyl ester COC(=O)N1CC(C1)C1=NC(=NO1)C1=CC(=C(C(=C1)NC(=O)C1=CN=C2N1C=C(C=C2)OC)C)F